(R)-6-(tert-butylamino)-4-(4-((dimethyl(oxo)-λ6-sulfaneylidene)amino)-6-(3-methylmorpholino)pyrimidin-2-yl)picolinic acid C(C)(C)(C)NC1=CC(=CC(=N1)C(=O)O)C1=NC(=CC(=N1)N=S(=O)(C)C)N1[C@@H](COCC1)C